ClC1=CC=C(C=C1)N(C([O-])=O)C 4-chlorophenyl-methylcarbamate